2-(2,6-dioxopiperidin-3-yl)-5-(((1S,2S)-2-(ethylamino)-2,3-dihydro-1H-inden-1-yl)(methyl)amino)isoindoline-1,3-dione O=C1NC(CCC1N1C(C2=CC=C(C=C2C1=O)N(C)[C@@H]1[C@H](CC2=CC=CC=C12)NCC)=O)=O